(difluoromethyl)-5-(2-((4-fluorophenoxy)methyl)pyrimidin-5-yl)-1,3,4-oxadiazole FC(F)C=1OC(=NN1)C=1C=NC(=NC1)COC1=CC=C(C=C1)F